[I-].C(C)(C)(C)OC(=O)NCCCNC(C[N+](C)(C)C)=O [2-[3-(tert-butoxycarbonylamino)propylamino]-2-oxo-ethyl]-trimethyl-ammonium iodide